ClC1=CC=C(C=C1)[C@@]1(N(C(C2=CC(=CC(=C12)F)C(C)(C1CCN(CC1)C)O)=O)CC1=NC=C(C=N1)Cl)O[C@@H]1CC(CC1)=O (3R)-3-(4-chlorophenyl)-2-[(5-chloropyrimidin-2-yl)methyl]-4-fluoro-6-[1-hydroxy-1-(1-methylpiperidin-4-yl)ethyl]-3-[(3S)-oxocyclopent-3-yloxy]-2,3-dihydro-1H-isoindol-1-one